3-(2-(4-(difluoro-methoxy)phenoxy)-5-(trifluoromethyl)-nicotinamido)pyridine 1-oxide FC(OC1=CC=C(OC2=C(C(=O)NC=3C=[N+](C=CC3)[O-])C=C(C=N2)C(F)(F)F)C=C1)F